O=C[C@H](O)[C@@H](O)[C@H](O)[C@H](O)CO.[Bi] bismuth glucose